[OH-].C(CCCC)[P+](C1=CC=CC=C1)(C1=CC=CC=C1)C1=CC=CC=C1 amyl-triphenylphosphonium hydroxide